1-(2-{[3-(trifluoromethyl)azetidine-1-carbonyl]amino}acetyl)pyrrolidine-2-carboxamide FC(C1CN(C1)C(=O)NCC(=O)N1C(CCC1)C(=O)N)(F)F